N1=C(N=CC=C1)N1CCNCC1 1-(pyrimidin-2-yl)piperazine